C(C1=CC=CC=C1)N(CCCCCOC1CCN(CC1)C(=O)OC(C)(C)C)CC1=CC=CC=C1 tert-butyl 4-[5-(dibenzylamino)pentoxy]piperidine-1-carboxylate